ClC=1C=NN2C1N=C(C(=C2)OC(C(C)=O)C)CC 3-((3-chloro-5-ethylpyrazolo[1,5-a]pyrimidin-6-yl)oxy)butan-2-one